C(C)(C)(C)OC(=O)NC1CC=C(CC2N(C1=O)C(CC2)C(=O)O)C 6-{[(tert-butoxy)carbonyl]amino}-9-methyl-5-oxo-1H,2H,3H,5H,6H,7H,10H,10aH-pyrrolo[1,2-a]azocine-3-carboxylic acid